C(C)N1CC=2C(=NC=CC2C1=O)N[C@@H](C)C1=CC(=C(C=C1)C1=CC(=NC=C1)C(C(=O)N)(C)C)F [4-[4-[(1S)-1-[(2-ethyl-1-oxo-3H-pyrrolo[3,4-c]pyridin-4-yl)amino]ethyl]-2-fluoro-phenyl]-2-pyridyl]-2-methyl-propionamide